3-bromo-1-chloro-5-fluoro-4-iodo-2-methylbenzene BrC=1C(=C(C=C(C1I)F)Cl)C